1-phenyl-3,4,6-tri-tert-butyldimethylsilyloxy-D-glucal C1(=CC=CC=C1)C=1O[C@@H]([C@]([C@@](C1)(O)O[Si](C)(C)C(C)(C)C)(O)O[Si](C)(C)C(C)(C)C)C(O)O[Si](C)(C)C(C)(C)C